(3R,5R,8R,9S,10S,13S,14S,17S)-N-(3-chloro-6-methylpyridin-2-yl)-3-ethyl-3-hydroxy-10,13-dimethylhexadecahydro-1H-cyclopenta[a]phenanthrene-17-carboxamide ClC=1C(=NC(=CC1)C)NC(=O)[C@H]1CC[C@H]2[C@@H]3CC[C@@H]4C[C@@](CC[C@@]4([C@H]3CC[C@]12C)C)(O)CC